[4-(4-{3-[4-amino-1-(propan-2-yl)-1H-pyrazolo[3,4-d]pyrimidin-3-yl]-5-cyclopropyl-1,2-oxazol-4-yl}-1H-imidazol-1-yl)piperidin-1-yl]propan-1-one NC1=C2C(=NC=N1)N(N=C2C2=NOC(=C2C=2N=CN(C2)C2CCN(CC2)C(CC)=O)C2CC2)C(C)C